1-(4-amino-3-fluorophenyl)-1H-pyrazole-3-carbonitrile NC1=C(C=C(C=C1)N1N=C(C=C1)C#N)F